C(C)OS(=O)(=O)[O-].C(C)[N+](CCCCCCCCCCCC)(C)C N-ethyl-N,N-dimethyl-N-dodecylammonium ethyl-sulfate